7-fluoro-4-[3-(5-fluoro-2-pyridinyl)-1-methyl-pyrazol-4-yl]Quinoline FC1=CC=C2C(=CC=NC2=C1)C=1C(=NN(C1)C)C1=NC=C(C=C1)F